2-amino-N-cyclopropyl-5-{2-[(1S)-1-cyclopropylethyl]-1-oxo-7-(propane-2-sulfonyl)-2,3-dihydro-1H-isoindol-5-yl}pyrazolo[1,5-a]pyrimidine-3-carboxamide NC1=NN2C(N=C(C=C2)C=2C=C3CN(C(C3=C(C2)S(=O)(=O)C(C)C)=O)[C@@H](C)C2CC2)=C1C(=O)NC1CC1